3-Methyl-1-(2-(1-methylpiperidin-4-yl)ethyl)-6-nitro-1H-indazole CC1=NN(C2=CC(=CC=C12)[N+](=O)[O-])CCC1CCN(CC1)C